(2R)-2-methylpiperidine C[C@H]1NCCCC1